2-Cyclopentadecylethan-1-ol C1(CCCCCCCCCCCCCC1)CCO